3,4-Dihydroxy-phenylacetaldehyde OC=1C=C(C=CC1O)CC=O